CN1N=CC(=C1)C=1C=C2C=C(N=CC2=CC1)NC(=O)C12CCN(CC1)CC2 N-(6-(1-methyl-1H-pyrazol-4-yl)isoquinolin-3-yl)quinuclidine-4-carboxamide